C(C)N1C2=CC=CC=C2SC=2C=C(C=CC12)/C=C/C(=O)NC1=C(C=CC=C1)OC (E)-3-(10-ethyl-10H-phenothiazin-3-yl)-N-(2-methoxyphenyl)acrylamide